(R)-5-(2-(2,5-difluorophenyl)pyrrolidin-1-yl)-N-(tetrahydro-2H-pyran-4-yl)pyrazolo[1,5-a]pyrimidine-3-carboxamide FC1=C(C=C(C=C1)F)[C@@H]1N(CCC1)C1=NC=2N(C=C1)N=CC2C(=O)NC2CCOCC2